ClC=1C(=NC=CC1OC1=CC(=C(C=C1)F)OC(F)(F)F)N1CCC(CC1)NC(=S)NC=1C=NC=CC1 1-(1-(3-Chloro-4-(4-fluoro-3-(trifluoromethoxy)phenoxy)pyridin-2-yl)piperidin-4-yl)-3-(pyridin-3-yl)thiourea